C(CCCCCCCCCCCCCCC)S(=O)(=O)F hexadecanesulfonylfluoride